The molecule is conjugate base of 20-hydroxy-leukotriene B4 arising from deprotonation of the carboxylic acid function. It has a role as a human metabolite. It is a conjugate base of a 20-hydroxy-leukotriene B4. C(CC/C=C\\C[C@H](/C=C/C=C/C=C\\[C@H](CCCC(=O)[O-])O)O)CCO